C(C)(C)(C)OC(=O)C=1C=NN(C1N)C1=NC(=CC(=N1)C#N)NC1=CC(=CC(=C1)C)C tert-butyl-{4-cyano-6-[(3,5-dimethylphenyl) amino] pyrimidin-2-yl}-5-amino-1H-pyrazole-4-carboxylate